1-(4-(3-chloro-2-methylphenyl)piperazin-1-yl)-2-(3-((3S,4S)-3-fluoro-4-hydroxypiperidine-1-carbonyl)-4,5,6,7-tetrahydro-1H-indazol-1-yl)ethanone ClC=1C(=C(C=CC1)N1CCN(CC1)C(CN1N=C(C=2CCCCC12)C(=O)N1C[C@@H]([C@H](CC1)O)F)=O)C